C1=CC=CC=2C3=CC=CC=C3N(C12)C=1C=CC=2N(C3=CC=C(C=C3C2C1)N1C2=CC=CC=C2C=2C=CC=CC12)C1=CC=C(C=C1)C1=NC=C(C(=C1)C=1C=C(C#N)C=CC1)C1=CC=C(C=C1)N1C2=CC=C(C=C2C=2C=C(C=CC12)N1C2=CC=CC=C2C=2C=CC=CC12)N1C2=CC=CC=C2C=2C=CC=CC12 3-(2,5-bis(4-(9'H-[9,3':6',9''-tercarbazol]-9'-yl)phenyl)pyridin-4-yl)benzonitrile